4-methoxypyridazine-3-carbonitrile COC1=C(N=NC=C1)C#N